COC1=C(CNC2=NC=CC3=C(C=CC=C23)NCC23N(CC(C2)(C3)COC3=CC(N(C=C3)C)=O)C(=O)OCC3=CC=CC=C3)C=CC(=C1)OC Benzyl 1-(((1-((2,4-dimethoxybenzyl)amino)isoquinolin-5-yl)amino)methyl)-4-(((1-methyl-2-oxo-1,2-dihydropyridin-4-yl)oxy)methyl)-2-azabicyclo[2.1.1]hexane-2-carboxylate